FC=1C=C(C(=NC1)C1(CCOCC1)O)N1CCN(CC1)C1CC2(CN(C2)C(=O)OCC)CC1 ethyl 6-[4-[5-fluoro-2-(4-hydroxytetrahydropyran-4-yl)-3-pyridyl]piperazin-1-yl]-2-azaspiro[3.4]octane-2-carboxylate